8-oxooctanedione O=CCCCCC(C(C)=O)=O